C(C)(C)(C)OC(=O)N1CC(C1)CCN 3-(2-aminoethyl)azetidine-1-carboxylic acid tert-butyl ester